C1(CCCC1)NC1=NC=C2N=C(N(C2=N1)C1CCC(CC1)C(=O)N)NC1=C(C=C(C=C1F)F)F (1s,4s)-4-(2-(cyclopentylamino)-8-(2,4,6-trifluorophenylamino)-9H-purin-9-yl)cyclohexanecarboxamide